Ethyl 8-((diphenylmethylene)amino)-7-fluoro-1-isopropyl-4-oxo-4H-quinolizine-3-carboxylate C1(=CC=CC=C1)C(C1=CC=CC=C1)=NC=1C(=CN2C(C(=CC(=C2C1)C(C)C)C(=O)OCC)=O)F